6-(tert-butyl)-10-((3,3-difluorocyclobutyl)methoxy)-2-oxo-6,7-dihydro-2H-pyrido[2',1':3,4]pyrazino[1,2-b]indazole-3-carboxylic acid ethyl ester C(C)OC(=O)C=1C(C=C2N(C(CN3N=C4C(=CC=CC4=C32)OCC3CC(C3)(F)F)C(C)(C)C)C1)=O